[Si](C)(C)(C(C)(C)C)OCC1=NN2C=3C(OCC2=N1)=C(C=CC3)N 2-(((tert-butyldimethylsilyl)oxy)methyl)-4H-benzo[b][1,2,4]triazolo[1,5-d][1,4]oxazin-6-amine